BrC1=C(C=CC(=C1)Cl)OCC1=CC=C(C=C1)OC 2-bromo-4-chloro-1-[(4-methoxyphenyl)methoxy]benzene